ClCC(=O)N[C@@H]1CN(CCC1)C(=O)OC(C)(C)C tert-butyl (S)-3-(2-chloroacetamido)piperidine-1-carboxylate